butyl 4-({4-[2,6-bis(benzyloxy)-[3,4'-bipyridin]-2'-yl]piperazin-1-yl}methyl)piperidine-1-carboxylate C(C1=CC=CC=C1)OC1=NC(=CC=C1C1=CC(=NC=C1)N1CCN(CC1)CC1CCN(CC1)C(=O)OCCCC)OCC1=CC=CC=C1